rel-(2R,3S,5R)-4-[[3-(3,4-difluoro-2-methoxy-phenyl)-5-methyl-5-(trifluoromethyl)tetrahydrofuran-2-carbonyl]amino]pyridine-2-carboxamide FC=1C(=C(C=CC1F)[C@H]1[C@@H](O[C@](C1)(C(F)(F)F)C)C(=O)NC1=CC(=NC=C1)C(=O)N)OC |o1:8,9,11|